N-(4-(4-Chlorophenyl)thiazol-2-yl)-4-fluoro-2-((1-methylethyl)sulfonamido)benzamide ClC1=CC=C(C=C1)C=1N=C(SC1)NC(C1=C(C=C(C=C1)F)NS(=O)(=O)C(C)C)=O